The molecule is a quassinoid that is the 3,15-di-O-acetyl derivative of bruceolide. It has been isolated from Brucea javanica and Brucea sumatrana. It has a role as a plant metabolite and an antimalarial. It is a delta-lactone, an acetate ester, a cyclic ether, an enol, an enone, a methyl ester, a quassinoid, an organic heteropentacyclic compound and a diol. It derives from a bruceolide. CC1=C(C(=O)C[C@]2([C@H]1C[C@@H]3[C@]45[C@@H]2[C@H]([C@@H]([C@@]([C@@H]4[C@H](C(=O)O3)OC(=O)C)(OC5)C(=O)OC)O)O)C)OC(=O)C